C1(=CC=CC=C1)NC1CCC(CC1)CNC(OC(C)(C)C)=O tert-butyl ((4-(phenylamino)cyclohexyl)methyl)carbamate